(2-fluorophenyl)-1H-imidazole-4-carboxylic acid ethyl ester C(C)OC(=O)C=1N=CN(C1)C1=C(C=CC=C1)F